C(#N)C=1C=NN2C1N=CC(=C2)S(=O)(=O)Cl 3-cyanopyrazolo[1,5-a]pyrimidine-6-sulfonyl chloride